C1(CC1)C1=C(C=C(C=C1)[C@H](C1=CC=CC=C1)NC(=O)[C@H]1N(C[C@@H](C1)F)C(CNC(=O)N1CCN(CC1)C)=O)F N-{2-[(2S,4R)-2-{[(S)-(4-cyclopropyl-3-fluorophenyl)(phenyl)methyl]carbamoyl}-4-fluoropyrrolidin-1-yl]-2-oxoethyl}-4-methylpiperazine-1-carboxamide